4-Chloro-2-isopropyl-6-((2R,3S)-2-methyl-3-((methylsulfonyl)methyl)azetidin-1-yl)pyrimidine ClC1=NC(=NC(=C1)N1[C@@H]([C@H](C1)CS(=O)(=O)C)C)C(C)C